4-[6-amino-5-(4-hydroxy-3-methoxy-phenyl)-3-pyridyl]benzamide NC1=C(C=C(C=N1)C1=CC=C(C(=O)N)C=C1)C1=CC(=C(C=C1)O)OC